2-chloro-4-methyl-5-(((tetrahydro-2H-pyran-2-yl)oxy)methyl)oxazole ClC=1OC(=C(N1)C)COC1OCCCC1